The molecule is a resin glycoside that is the hexasaccharide derivative of jalapinolic acid. It has been isolated from Calystegia soldanella. It has a role as a metabolite. It is a macrocyclic lactone, a hexasaccharide derivative and a resin glycoside. It derives from a tiglic acid and a jalapinolic acid. CCCCC[C@H]1CCCCCCCCCC(=O)O[C@@H]2[C@H]([C@@H]([C@H](O[C@H]2O[C@H]3[C@@H]([C@H](O[C@H]([C@@H]3O[C@H]4[C@@H]([C@@H]([C@H]([C@@H](O4)C)O)O[C@H]5[C@@H]([C@H]([C@@H]([C@H](O5)CO)O[C@H]6[C@@H]([C@H]([C@@H]([C@H](O6)CO)O)O)O)OC(=O)/C(=C/C)/C)O)OC(=O)[C@@H](C)CC)O[C@@H]7[C@H]([C@@H]([C@H](O[C@H]7O1)C)O)O)CO)O)CO)O)O